CN(C(OC1=CC2=C(CN(C(O2)=O)C(C)C2=C(C(=CC=C2)NC(=O)OC(C)(C)C)F)C=C1)=O)C 3-[1-(3-{[(tert-butoxy)carbonyl]amino}-2-fluorophenyl)ethyl]-2-oxo-3,4-dihydro-2H-1,3-benzoxazin-7-yl N,N-dimethylcarbamate